CC=1SC(=C(N1)C)C1=CC2=C(C=N1)CN(C2=O)C2=CC=C(N=N2)OC2C[C@]1(CC[C@@](C2)(N1C(=O)OC(C)(C)C)C)C tert-butyl (1R,3s,5S)-3-((6-(6-(2,4-dimethylthiazol-5-yl)-1-oxo-1,3-dihydro-2H-pyrrolo[3,4-c]pyridin-2-yl) pyridazin-3-yl) oxy)-1,5-dimethyl-8-azabicyclo[3.2.1]octane-8-carboxylate